[Si](C)(C)(C(C)(C)C)OC=1C=C2C(=NN(C2=CC1)C1OCCCC1)C=1C=C(N(C1)CCOCCO[C@@H](CCS(=O)(=O)O)C)C#N.OC(C(C)=O)O cis-dihydroxyacetone [(2R)-2-[2-[2-[4-[5-[tert-butyl(dimethyl)silyl]oxy-1-tetrahydropyran-2-yl-indazol-3-yl]-2-cyano-pyrrol-1-yl]ethoxy]ethoxy]propyl]methanesulfonate